C(C)(C)(C)C=1C(=C(C(=C2C=CC=CC12)S(=O)(=O)O)S(=O)(=O)O)C(C)(C)C di(t-butyl)naphthalenedisulfonic acid